(S)-N1-(4-Chlorophenyl)-N2-(2,4-dichlorobenzyl)-5-oxopyrrolidine-1,2-dicarboxamide ClC1=CC=C(C=C1)NC(=O)N1[C@@H](CCC1=O)C(=O)NCC1=C(C=C(C=C1)Cl)Cl